N-[2-chloro-4-(trifluoromethyl)phenyl]-2-(6-{3,8-diazabicyclo[4.2.0]octan-8-yl}-2-(3,6-dihydro-2H-pyran-4-yl)-5-ethyl-7-oxo-[1,2,4]triazolo[1,5-a]pyrimidin-4-yl)acetamide ClC1=C(C=CC(=C1)C(F)(F)F)NC(CN1C=2N(C(C(=C1CC)N1CC3CCNCC13)=O)N=C(N2)C=2CCOCC2)=O